2-(6-(5-(4-fluorophenyl)-4-(8-oxo-1,7-naphthyridin-7(8H)-yl)oxazol-2-yl)isoquinolin-1-yl)acetaldehyde FC1=CC=C(C=C1)C1=C(N=C(O1)C=1C=C2C=CN=C(C2=CC1)CC=O)N1C=CC=2C=CC=NC2C1=O